ClC=1C=C(C=CC1)C1=NC=C(C(=N1)NC=1C(=NNC1)C1=NC2=C(N1)C=CC(=C2)CN2CCOCC2)OC 2-(3-Chlorophenyl)-5-methoxy-N-(3-(5-(morpholinomethyl)-1H-benzo[d]imidazol-2-yl)-1H-pyrazol-4-yl)pyrimidin-4-amine